ethyl 6-(benzylsulfanyl)-8-chloroimidazo[1,5-a]pyridine-3-carboxylate C(C1=CC=CC=C1)SC=1C=C(C=2N(C1)C(=NC2)C(=O)OCC)Cl